CN1C(C2=C(C(=C1)C(=C)C1=CC=CC=C1)C=C(N2)C(=O)OCC)=C=O Ethyl 6-methyl-7-carbonyl-4-(1-phenylvinyl)-6,7-dihydro-1H-pyrrolo[2,3-c]pyridine-2-carboxylate